O1C(=CC2=C1C=CC=C2)C2=CC=C(C=N2)S(=O)(=O)N2CC1(C2)C2(NC(NC2=O)=O)CCC1 2-((6-(benzofuran-2-yl)pyridin-3-yl)sulfonyl)-2,6,8-triazadispiro[3.0.45.34]dodecane-7,9-dione